(S)-alpha-(2-chlorophenyl)-6,7-dihydrothieno[3,2-c]pyridine-5(4H)-acetic acid methyl ester COC([C@@H](N1CC2=C(CC1)SC=C2)C2=C(C=CC=C2)Cl)=O